N-(1-Methyl-3-((5-(trifluoromethyl)thiophen-2-yl)ethynyl)-1H-indol-5-yl)acrylamide CN1C=C(C2=CC(=CC=C12)NC(C=C)=O)C#CC=1SC(=CC1)C(F)(F)F